5-(2-hydroxy-4-fluorophenyl)-1H-pyrazol-3-amine OC1=C(C=CC(=C1)F)C1=CC(=NN1)N